[OH-].OCC[N+](CC)(CCO)CCO tris(2-hydroxyethyl)ethyl-ammonium hydroxide